CNC1=CC2=C(C=C1)C=C3C=CC(=NC)C=C3O2 The molecule is a member of the class of xanthenes that is 3-imino-3H-xanthen-6-amine in which both nitrogens are carrying methyl substituents. The hydrochloride is the biological dye 'acridine red 3B'. It has a role as a histological dye. It is a xanthene dye, an imine, an aromatic amine and a secondary amino compound. It is a conjugate base of an acridine red 3B(1+).